C(OC(C)N(C(C1=C(N=C(C=C1)C(F)(F)F)COCC=1N=NN(N1)C)=O)C1=NN=NN1C)([O-])=O (1-(N-(1-methyl-1H-tetrazol-5-yl)-2-(((2-methyl-2H-tetrazol-5-yl) methoxy) methyl)-6-(trifluoromethyl) nicotinamido) ethyl) carbonate